C(C1=CC=CC=C1)OC[C@@H]1[C@@H]([C@@H](CO1)C)C1=C(C(=C(C=C1)F)F)OC (3S,4S,5S)-5-(benzyloxymethyl)-4-(3,4-difluoro-2-methoxy-phenyl)-3-methyl-tetrahydrofuran